2-[1-[4-[3-(ethoxymethyl)phenyl]-2,6-difluoro-phenyl]-4-piperidinyl]acetic acid C(C)OCC=1C=C(C=CC1)C1=CC(=C(C(=C1)F)N1CCC(CC1)CC(=O)O)F